S1C(=NC2=C1C=CC=C2)OC2=CC(=C(C=C2)C(C(F)(F)F)O)OC 1-{4-[(1,3-benzothiazol-2-yl)oxy]-2-methoxyphenyl}-2,2,2-trifluoroethan-1-ol